((2R,3S,4R,5R)-5-(6-amino-9H-purin-9-yl)-3,4-dihydroxytetrahydrofuran-2-yl)methyl (6-aminohexyl) (L-prolyl)phosphoramidate N1[C@@H](CCC1)C(=O)NP(OC[C@H]1O[C@H]([C@@H]([C@@H]1O)O)N1C2=NC=NC(=C2N=C1)N)(OCCCCCCN)=O